Isopropyl ((S)-((S)-1-((2S,3S,5R)-5-(5-fluoro-2,4-dioxo-3,4-dihydropyrimidin-1(2H)-yl)-3-hydroxytetrahydrofuran-2-yl)ethoxy)(phenoxy)phosphoryl)-L-alaninate FC=1C(NC(N(C1)[C@H]1C[C@@H]([C@H](O1)[C@H](C)O[P@](=O)(OC1=CC=CC=C1)N[C@@H](C)C(=O)OC(C)C)O)=O)=O